CN1N=C(C(=C1)C=1C=CC=2N(C1)N=CC2)C 6-(1,3-dimethyl-1H-pyrazol-4-yl)pyrazolo[1,5-a]pyridine